1,3-dihydroxy-8-methoxy-9H-xanthen-9-one OC1=CC(=CC=2OC3=CC=CC(=C3C(C12)=O)OC)O